ClC1=NC(=CC(=C1)C(C1=CC=C(C(=O)OC)C=C1)(F)F)N1CCN(CC1)S(=O)(=O)C1=CC=C(C=C1)N1C(C[C@H](C1)NC(=O)OC(C)(C)C)=O Methyl 4-[[2-chloro-6-[4-[4-[(4R)-4-(tert-butoxycarbonylamino)-2-oxo-pyrrolidin-1-yl]phenyl]sulfonylpiperazin-1-yl]-4-pyridyl]-difluoro-methyl]benzoate